C(C)OC(C(O)C(O)C(=O)O)=O (+)-tartaric acid monoethyl ester